CC1=C(C(NC2=CN=C(C=C12)C)=O)C1=NN(C(C1)C1=CC=C(C=C1)C)C(CC)=O 4,6-dimethyl-3-(1-propionyl-5-(p-tolyl)-4,5-dihydro-1H-pyrazol-3-yl)-1,7-naphthyridin-2(1H)-one